C(CCCC)N1N=CC=2CC(CCC12)N 1-pentyl-4,5,6,7-tetrahydro-1H-indazol-5-ylamine